tert-butyl (2S)-2-[methyl-[(2S,3S)-3-methyl-2-[[(2S)-4-methyl-2-(methylamino)pentanoyl]amino]pentanoyl]amino]propanoate CN([C@H](C(=O)OC(C)(C)C)C)C([C@H]([C@H](CC)C)NC([C@H](CC(C)C)NC)=O)=O